C(CCC)C=1N(C=C(N1)C1=CC=C(OCCCN(CC)CC)C=C1)C1=CC=C(C=C1)OC1=CC=C(C=C1)Cl 3-[4-[2-butyl-1-[4-(4-chlorophenoxy)phenyl]-1H-imidazol-4-yl]phenoxy]-N,N-diethyl-1-propanamine